7-chloro-5-phenyl-naphtho[1,2-b]benzothiophene ClC1=CC=CC2=C1C1=C(S2)C=2C=CC=CC2C(=C1)C1=CC=CC=C1